S1C(=CC2=C1C=CC=C2)C2=CC=C(C=C2)N(C2=CC=C(C=C2)C2=CC1=C(SC3=C1C=CC=C3)C=C2)C2=CC=C(C=C2)C=2SC3=C(N2)C=CC=C3 (4-benzothiophen-2-yl-phenyl)-(4-benzothiazol-2-yl-phenyl)-(4-dibenzothiophene-2-yl-phenyl)amine